ClC=1C=C(C=O)C=CC1OCCC(C)C 3-Chloro-4-(isopentyloxy)benzaldehyde